(3S)-3-{[N-(4-methoxy-1H-indole-2-carbonyl)-L-leucyl]amino}-2-oxo-4-[(3S)-2-oxopiperidin-3-yl]butyl 2,4,6-trimethylpyridine-3-carboxylate CC1=NC(=CC(=C1C(=O)OCC([C@H](C[C@H]1C(NCCC1)=O)NC([C@@H](NC(=O)C=1NC2=CC=CC(=C2C1)OC)CC(C)C)=O)=O)C)C